N(=[N+]=[N-])C(CC1=C(N(C2=CC=C(C=C12)Br)CC)C=1C(=NC=CC1)[C@H](C)OC)(C)C (S)-3-(2-azido-2-methylpropyl)-5-bromo-1-ethyl-2-(2-(1-methoxyethyl)pyridin-3-yl)-1H-indole